C(C)(C)(C)C1=CC=C(C=O)C=C1 4-(tertiary butyl)benzaldehyde